CC=1C=C(C=C2/C(/C(NC12)=O)=C/C=1NC=C(C1)C)C1=C(C2=C(OCCN2)N=C1)C (Z)-7-methyl-3-((4-methyl-1H-pyrrol-2-yl)methylene)-5-(8-methyl-2,3-dihydro-1H-pyrido[2,3-b][1,4]oxazin-7-yl)indolin-2-one